(S)-tert-butyl-7-(1-amino-5-(tert-butoxy)-1,5-dioxopentan-2-yl)-5-cyano-6-oxo-7,8-dihydro-2H,6H-spiro[furo[2,3-e]isoindole-3,4'-piperidine] C(C)(C)(C)N1CCC2(CC1)COC1=C3CN(C(C3=C(C=C12)C#N)=O)[C@H](C(=O)N)CCC(=O)OC(C)(C)C